2-chloro-7-methyl-7-(trifluoromethyl)-5H-furo[3,4-d]pyrimidine ClC=1N=CC2=C(N1)C(OC2)(C(F)(F)F)C